3-cyclobutyl-6-(hydroxymethyl)-2-iminooctanoic acid C1(CCC1)C(C(C(=O)O)=N)CCC(CC)CO